tert-butyl (6-chloro-1-((3aR,4R,6R,6aR)-6-(hydroxymethyl)-2,2-dimethyltetrahydrofuro[3,4-d][1,3]dioxol-4-yl)-1H-pyrazolo[3,4-b]pyridin-4-yl)(cyclopentyl)carbamate ClC1=CC(=C2C(=N1)N(N=C2)[C@@H]2O[C@@H]([C@H]1OC(O[C@H]12)(C)C)CO)N(C(OC(C)(C)C)=O)C1CCCC1